1-(2-chloro-6-fluorobenzyl)-N-(4-hydroxybenzyl)-3,4-dimethyl-2-oxo-1,2,3,4-tetrahydro-quinazoline-7-carboxamide ClC1=C(CN2C(N(C(C3=CC=C(C=C23)C(=O)NCC2=CC=C(C=C2)O)C)C)=O)C(=CC=C1)F